N-(4-(phenylamino)biphenyl-2-yl)-3-(1H-1,2,4-triazol-1-yl)propanamide C1(=CC=CC=C1)NC1=CC(=C(C=C1)C1=CC=CC=C1)NC(CCN1N=CN=C1)=O